C1(CC1)COC1=C(OC2C3CN(CC2CC3)C=3C=NC(=CC3)C(F)(F)F)C=CC(=C1)C(F)(F)F (8-cis)-8-(2-cyclopropylmethoxy-4-trifluoromethylphenoxy)-3-(6-trifluoromethylpyridin-3-yl)-3-azabicyclo[3.2.1]octane